N-(4-((4-(tert-butyl)benzyl)oxy)phenyl)-2-(4-chlorophenoxy)-2-methylpropanamide C(C)(C)(C)C1=CC=C(COC2=CC=C(C=C2)NC(C(C)(C)OC2=CC=C(C=C2)Cl)=O)C=C1